1-chloro-2-(prop-1-yn-1-yl)benzene ClC1=C(C=CC=C1)C#CC